(3aS,5S,6aR)-2-((S)-2-(6-chloro-5-hydroxypyridin-2-yl)-2-hydroxyethyl)-5-phenoxyhexahydrocyclopenta[c]pyrrol ClC1=C(C=CC(=N1)[C@H](CN1C[C@H]2[C@@H](C1)CC(C2)OC2=CC=CC=C2)O)O